4-N-((R)-(4-fluoro-3-(trifluoromethyl)phenyl)(trans-3-(trifluoromethyl)cyclobutyl)-methyl)-3-oxopiperazine-1-carboxamide FC1=C(C=C(C=C1)[C@H](N1C(CN(CC1)C(=O)N)=O)[C@@H]1C[C@H](C1)C(F)(F)F)C(F)(F)F